Cl.CC1=CN=CC(=N1)[C@H]1NOCC1 (3S)-3-(6-methylpyrazin-2-yl)isoxazolidine hydrochloride